tert-butyl (3S)-3-[[(9H-fluoren-9-ylmethoxy) carbonyl]amino]-4-hydroxybutanoate C1=CC=CC=2C3=CC=CC=C3C(C12)COC(=O)N[C@@H](CC(=O)OC(C)(C)C)CO